tert-butyl 4-(((6-amino-5-chloropyrimidin-4-yl) amino) methyl)-3-methoxypiperidine-1-carboxylate NC1=C(C(=NC=N1)NCC1C(CN(CC1)C(=O)OC(C)(C)C)OC)Cl